ClC1=CC=C(C=C1)C(C(=O)N[C@H](C(=O)N[C@H](CCC(=O)OCC)C(=O)OCC)C(C)(C)C)(C)C Diethyl ((S)-2-(2-(4-chlorophenyl)-2-methylpropanamido)-3,3-dimethylbutanoyl)-D-glutamate